N1CC(C1)C(=O)N1CCN(CC1)C(=O)C1=C(C=C(C=C1)NC(=O)C=1N(C(=CN1)C=1C(=NN(C1)CC1CC1)C(F)(F)F)C)Cl N-(4-(4-(azetidine-3-carbonyl)piperazine-1-carbonyl)-3-chlorophenyl)-5-(1-(cyclopropylmethyl)-3-(trifluoromethyl)-1H-pyrazol-4-yl)-1-methyl-1H-imidazole-2-carboxamide